CN1CC(C1)(C1=CC=C(C=C1)C(F)(F)F)OC(CC(C(=O)O)=C)=O 4-((1-methyl-3-(4-(trifluoromethyl)phenyl)azetidin-3-yl)oxy)-2-methylene-4-oxobutanoic acid